C(C)(C)(C)C1=NN=C(S1)NC(CSC=1NC(C2=C(N1)N(N=C2)C2=CC=CC=C2)=O)=O N-(5-(tert.-Butyl)-1,3,4-thiadiazol-2-yl)-2-((4-oxo-1-phenyl-4,5-dihydro-1H-pyrazolo[3,4-d]pyrimidin-6-yl)thio)acetamid